F[C@@H]1CN(C[C@H]1F)C1=CC=2OCCN(C2N=C1)C1=NC2=CC(=NC=C2C=C1)CN [2-[7-[(3R,4R)-3,4-difluoropyrrolidin-1-yl]-2,3-dihydropyrido[3,2-b][1,4]oxazin-4-yl]-1,6-naphthyridin-7-yl]methanamine